O1CCC(CC1)NC1=NC(=NC=C1C(=O)N)NC1=CC2=C(OCC(CN2)O)C=C1 4-((tetrahydropyran-4-yl)amino)-2-((3-hydroxy-2,3,4,5-tetrahydro-benzo[b][1,4]oxazepin-7-yl)amino)pyrimidine-5-carboxamide